C(C)(=O)C1=C(C=C(C=C1)C(F)(F)F)NC(C1=CC(=CC=C1)Br)=O N-[2-acetyl-5-(trifluoromethyl)phenyl]-3-bromobenzamide